C1(=CC=CC=C1)C=1C2=C(N=C(N1)NC1=CC=CC=C1)CN(C2)C#N 4-phenyl-2-(phenylamino)-5,7-dihydro-6H-pyrrolo[3,4-d]pyrimidine-6-carbonitrile